ethyl-2-(5-chloro-2-iodopyridin-3-yloxy)-2-methylpropanoate C(C)OC(C(C)(C)OC=1C(=NC=C(C1)Cl)I)=O